NC1=C(N=C(S1)C1=C(C=CC=C1F)F)C(=O)NC=1C(=C2C(=NC1)NC=C2)N2CC(CCC2)N 5-amino-N-{4-[3-aminopiperidin-1-yl]-1H-pyrrolo[2,3-b]pyridin-5-yl}-2-(2,6-difluorophenyl)-1,3-thiazole-4-carboxamide